S(=O)(=O)(O)O.C1(=CC=CC=C1)S(=O)(=O)OCCCCCCCCCCCC dodecyl benzenesulfonate sulfate